4-(2-aminophenyl)-N-(3-(methylsulfonamido)phenyl)thiophene-2-carboxamide NC1=C(C=CC=C1)C=1C=C(SC1)C(=O)NC1=CC(=CC=C1)NS(=O)(=O)C